COC1=C(C=C2CCN(CC2=C1)C)NC=1N=NC(=C(N1)NC=1C=C(C=CC1)C)C(=O)N ((7-methoxy-2-methyl-1,2,3,4-tetrahydroisoquinolin-6-yl)amino)-5-(m-toluylamino)-1,2,4-triazine-6-carboxamide